[Cl-].C(C=C)(=O)OCC[N+](CC=C)(C)C acryloxyethyl-dimethyl-allyl-ammonium chloride